C1C[C@H](NC1)C(C2=CC=CC=C2)(C3=CC=CC=C3)O (S)-(-)-α,α-Diphenyl-2-pyrrolidinemethanol